methyl (3R)-3-((tert-butoxycarbonyl) amino)-4-oxocyclopentane-1-carboxylate C(C)(C)(C)OC(=O)N[C@@H]1CC(CC1=O)C(=O)OC